2,6-dibromo-3,5-dichloro-4-hydroxyaniline BrC1=C(N)C(=C(C(=C1Cl)O)Cl)Br